5-methyl-1,2-oxathiolane 2,2-dioxide CC1CCS(O1)(=O)=O